butane-2-sulfonyl chloride CC(CC)S(=O)(=O)Cl